3,3-dimethyl-5-nitro-indolin-2-one CC1(C(NC2=CC=C(C=C12)[N+](=O)[O-])=O)C